5-dodecanoyloxy-2(5H)furanone C(CCCCCCCCCCC)(=O)OC1C=CC(O1)=O